NC=1N=C(C=C2C=C(N=CC12)NC(=O)[C@@H]1[C@H](CC1)C)C=1C=NC=CC1C (1S,2S)-N-(8-amino-6-(4-methylpyridin-3-yl)-2,7-naphthyridin-3-yl)-2-methylCyclobutanecarboxamide